methyl 5-[5-(2-{1-[(5-bromo-2-nitrophenyl) amino]-6-azabicyclo[3.2.1]octan-6-yl} ethoxy)-1-methylpyrazol-4-yl]-1-methyl-6-oxopyridine-3-carboxylate BrC=1C=CC(=C(C1)NC12CCCC(N(C1)CCOC1=C(C=NN1C)C1=CC(=CN(C1=O)C)C(=O)OC)C2)[N+](=O)[O-]